BrC1=CN=C(N=N1)N1CCC2(CC1)[C@@H](C=1C(=NC=CC1)C2)N (S)-1'-(6-bromo-1,2,4-triazin-3-yl)-5,7-dihydrospiro[cyclopenta[b]pyridin-6,4'-piperidin]-5-amine